Tert-Butyl 1-[(2-bromopyridin-3-yl)methyl]-1H,4H,5H,6H,7H-imidazo[4,5-c]pyridine-5-carboxylate BrC1=NC=CC=C1CN1C=NC=2CN(CCC21)C(=O)OC(C)(C)C